3-(2-(((3-methylbutanoyl)oxy)(tetrahydro-2H-pyran-4-yl)methoxy)-2,2-diphenylacetoxy)spiro[bicyclo[3.2.1]octane-8,1'-pyrrolidin]-8-ium formate C(=O)[O-].CC(CC(=O)OC(OC(C(=O)OC1CC2CCC(C1)[N+]21CCCC1)(C1=CC=CC=C1)C1=CC=CC=C1)C1CCOCC1)C